CN(C)CC=1C=CC(=NC1)N 5-((dimethylamino)methyl)pyridin-2-amine